O[C@@H]1CC([C@H](CCCCCCC(=O)O)[C@H]1\C=C\C(CCCCC)=O)=O (13E)-11a-Hydroxy-9,15-dioxoprost-13-enoic acid